CC1=C(C2=C(C(=NO2)NC2=CC(=CC=C2)C(F)(F)F)C=C1)C#CC=1C=C2C=NN=CC2=CC1 6-methyl-7-(phthalazin-6-ylethynyl)-N-(3-(trifluoromethyl)phenyl)benzo[d]isoxazol-3-amine